4-m-Chloroanilino-5-[3-(p-chlorophenyl)-1,2,4-oxadiazol-5-yl]pyrimidine ClC=1C=C(NC2=NC=NC=C2C2=NC(=NO2)C2=CC=C(C=C2)Cl)C=CC1